FC1=C(C(=O)N[C@H]2C[C@H](CCC2)NC2=CC(=NC3=CC=C(C=C23)F)C(F)(F)F)C=CC(=C1)S(=O)(=O)C 2-fluoro-N-[(1r,3s)-3-{[6-fluoro-2-(trifluoromethyl)quinolin-4-yl]amino}cyclohexyl]-4-methanesulfonyl-benzamide